OCCC=O 3-HYDROXYPROPANAL